1-ethyl-3-methylimidazole bistrifluoromethylsulfimide salt FC(F)(F)S(=N)C(F)(F)F.C(C)N1CN(C=C1)C